N-allylcyclopentylamine C(C=C)NC1CCCC1